CNC(=O)C=1SC(=C(N1)C)C(=O)NC[C@H](C(N[C@H]1C2=C(CN3N(C1=O)CCC3)C=CC=C2)=O)C N2,4-dimethyl-N5-((R)-2-methyl-3-oxo-3-(((S)-11-oxo-2,3,10,11-tetrahydro-1H,5H-benzo[d]pyrazolo[1,2-a][1,2]diazepin-10-yl)amino)propyl)thiazole-2,5-dicarboxamide